BrC=1C=NC(=C(C(=O)NC23CC(C2)(C3)C(=O)OC)C1C)N1CCC(CCC1)(F)F methyl 3-(5-bromo-2-(4,4-difluoroazepan-1-yl)-4-methylnicotinamido)bicyclo[1.1.1]pentane-1-carboxylate